Cl[Si](Cl)(Cl)CC1=CC=C(C=C1)C[Si](Cl)(Cl)Cl 1,4-bis(trichlorosilyl-methyl)benzene